[(1R)-2-[(3S)-2,3-dihydro-1-benzofuran-3-yl]-1-{[(1S,8R)-8-methyl-11-oxatricyclo[6.2.1.02,7]undeca-2,4,6-trien-1-yl]formamido}ethyl]boronic acid O1C[C@H](C2=C1C=CC=C2)C[C@H](NC(=O)[C@@]21C3=CC=CC=C3[C@@](CC2)(O1)C)B(O)O